(3-fluoro-4-(ethylsulfonyl)phenyl)methanol FC=1C=C(C=CC1S(=O)(=O)CC)CO